N-(5-chlorothiazol-2-yl)-N-(2-cyclopropyl-4-fluorophenyl)-7-nitrobenzo[c][1,2,5]oxadiazol-4-amine ClC1=CN=C(S1)N(C1=CC=C(C2=NON=C21)[N+](=O)[O-])C2=C(C=C(C=C2)F)C2CC2